racemic-4-amino-1-(diethylamino)pentane N[C@@H](CCCN(CC)CC)C |r|